C(C)C=1C=CC(=NC1)C1=C(C=C(N=N1)N[C@H]1CN(CCC1)C)C (R)-6-(5-ethylpyridin-2-yl)-5-methyl-N-(1-methylpiperidin-3-yl)pyridazin-3-amine